OC1=C(C=C(CC(C(=O)O)C(=O)O)C=C1OC)OC 2-(4-hydroxy-3,5-dimethoxybenzyl)malonic acid